FC(CN1CC=2NC3=CC=CC=C3C2CC1C)(C)C 2-(2-fluoro-2-methylpropyl)-3-methyl-2,3,4,9-tetrahydro-1H-pyrido[3,4-b]indole